C(C)(C)(C)C1=NN(C(C2=CC=CC=C12)=O)NC(CC(C)(C1=CC=CC=C1)C)=O N-(4-tert-butyl-1-oxophthalazin-2(1H)-yl)-3-methyl-3-phenylbutanamide